tetradecyl-aluminum sulfate S(=O)(=O)([O-])[O-].C(CCCCCCCCCCCCC)[Al+2]